(3ar,5s,6as)-4-({2-[(3-methoxy-1,2,4-thiadiazol-5-yl)-carbamoyl]-hexahydrocyclopenta[c]pyrrol-5-yl}-methyl-amino)-1H-pyrrolo[2,3-b]pyridine-5-carbonitrile COC1=NSC(=N1)NC(=O)N1C[C@@H]2[C@H](C1)CC(C2)N(C2=C1C(=NC=C2C#N)NC=C1)C